CC(CC(C(=O)O)=O)C.ClC1=C(C=CC=C1)CC(=O)NC1=CC(=C(C=C1)N1N=CC(=C1)Cl)S(N)(=O)=O 2-(2-Chlorophenyl)-N-[4-(4-chloro-1H-pyrazol-1-yl)-3-sulfamoylphenyl]acetamide 4-methyl-2-oxopentanoate